NC=1C=2N(C=CN1)C(=NC2C2=CC=C(C=C2)OCC2=CC=C(C=C2)F)[C@H]2N(CCC2)C(=O)[O-] (S)-2-(8-amino-1-(4-((4-fluorobenzyl)oxy)phenyl)imidazo[1,5-a]pyrazin-3-yl)pyrrolidine-1-carboxylate